tert-butyl (S)-4-((4-(2-(2,6-dioxopiperidin-3-yl)-1-oxoisoindolin-5-yl)piperazin-1-yl)methyl)-4-fluoropiperidine-1-carboxylate O=C1NC(CC[C@@H]1N1C(C2=CC=C(C=C2C1)N1CCN(CC1)CC1(CCN(CC1)C(=O)OC(C)(C)C)F)=O)=O